4-[3-[(2,4-Dimethoxyphenyl)methylcarbamoyl]-5-methyl-pyrazolo[3,4-c]pyridin-1-yl]oxazole-5-carboxylic acid ethyl ester C(C)OC(=O)C1=C(N=CO1)N1N=C(C=2C1=CN=C(C2)C)C(NCC2=C(C=C(C=C2)OC)OC)=O